1-nitro-3-phenyl-4,5-dihydro-2H-benzo[e]isoindol-5-ol [N+](=O)([O-])C=1NC(=C2CC(C3=C(C12)C=CC=C3)O)C3=CC=CC=C3